C(C)(C)(C)OC(CC(O)C1C2C=CC(C1)C2)=O 3-bicyclo[2.2.1]hept-5-en-2-yl-3-hydroxypropanoic acid tert-butyl ester